ClCC1=C(C=CC(=C1F)F)OC 2-chloromethyl-3,4-difluoro-1-methoxybenzene